heptadecan-9-yl 7-bromoheptanoate BrCCCCCCC(=O)OC(CCCCCCCC)CCCCCCCC